3,5,7,8-Tetrahydro-4H-spiro[quinazolin-6,2'-[1,3]dioxolan]-4-one O1C2(OCC1)CC=1C(NC=NC1CC2)=O